Dimyristoyl-phosphorylcholine C(CCCCCCCCCCCCC)(=O)P(=O)(C(CCCCCCCCCCCCC)=O)OCC[N+](C)(C)C